5-methoxy-N-(4-methoxybenzyl)-N-(5-methyl-1-(tetrahydro-2H-pyran-2-yl)-1H-pyrazol-3-yl)-6-(1-methyl-1H-pyrazol-4-yl)-2-(5-(methylsulfonyl)indol-1-yl)pyrimidin-4-amine COC=1C(=NC(=NC1C=1C=NN(C1)C)N1C=CC2=CC(=CC=C12)S(=O)(=O)C)N(C1=NN(C(=C1)C)C1OCCCC1)CC1=CC=C(C=C1)OC